FC1=C(C=CC(=C1)F)NC(=O)NC1=C(C=C(C=C1)OC1=NC=NC2=CC(=C3C(=C12)OCCO3)OCCOC)F 1-(2,4-difluorophenyl)-3-(2-fluoro-4-((5-(2-methoxyethoxy)-2,3-dihydro-[1,4]dioxino[2,3-f]quinazolin-10-yl)oxy)phenyl)urea